C(N)(=O)C1=C(C(=CC(=C1)C#N)C)NC(=O)C=1N(N=C(C1)Cl)C1CC1 N-(2-carbamoyl-4-cyano-6-methyl-phenyl)-5-chloro-2-cyclopropyl-pyrazole-3-carboxamide